2,5-dichloro-N-cyclopentyl-pyrimidin-4-amine ClC1=NC=C(C(=N1)NC1CCCC1)Cl